[As].C1=CC=CC=C1 Benzene arsenic